6-bromo-2-[3-(hydroxymethyl)azetidin-1-yl]-1,3-benzothiazole-5-carboxylic acid methyl ester COC(=O)C=1C(=CC2=C(N=C(S2)N2CC(C2)CO)C1)Br